Tert-Butyl 3-(Dicyanomethylene)-8-Azabicyclo[3.2.1]Octane-8-Carboxylate C(#N)C(=C1CC2CCC(C1)N2C(=O)OC(C)(C)C)C#N